1-(3-(4-chloro-3-ethyl-1H-pyrrolo[2,3-b]pyridin-5-yl)phenyl)-4-(piperidin-4-ylmethyl)piperazin-2-one ClC1=C2C(=NC=C1C=1C=C(C=CC1)N1C(CN(CC1)CC1CCNCC1)=O)NC=C2CC